bis(nonafluorohexyldimethylsiloxy)methyl-silylethyldimethylchlorosilane FC(C(C(F)(F)[Si](OC(O[Si](C(C(C(CCC(F)(F)F)(F)F)(F)F)(F)F)(C)C)C[Si](Cl)(C)CC[SiH3])(C)C)(F)F)(CCC(F)(F)F)F